benzmorpholinone O1C(CNC2=C1C=CC=C2)=O